[(3R)-1-{4-[(2S)-2,3-dihydro-1,4-benzodioxin-2-yl]benzyl}piperidin-3-yl]acetic acid O1[C@H](COC2=C1C=CC=C2)C2=CC=C(CN1C[C@H](CCC1)CC(=O)O)C=C2